2,3,5-trifluoro-4-[(4-methoxyphenyl)methoxy]-N-[(4-{5-[2-(4-methylpiperazin-1-yl)pyrimidin-4-yl]-1,2,4-oxadiazol-3-yl}bicyclo[2.2.2]octan-1-yl)methyl]benzamide FC1=C(C(=O)NCC23CCC(CC2)(CC3)C3=NOC(=N3)C3=NC(=NC=C3)N3CCN(CC3)C)C=C(C(=C1F)OCC1=CC=C(C=C1)OC)F